C(C)(C)(C)OC(=O)N[C@H](C(=O)N1[C@@H]([C@H]2[C@H]3C=C[C@@H]([C@H]2C1)C3)C(=O)OC)C(C)(C)C methyl (1R,2S,3S,6R,7S)-4-[(2S)-2-[(tert-butoxycarbonyl)amino]-3,3-dimethylbutanoyl]-4-azatricyclo[5.2.1.0^{2,6}]dec-8-ene-3-carboxylate